C(C)N1C(=CC2=CC=C(C(=C12)OC)OC)C1=NC2=C(N1C)C=CC(=C2)C(=O)N2C[C@@H](CCC2)NC(OC(C)(C)C)=O (R)-tert-Butyl (1-(2-(1-ethyl-6,7-dimethoxy-1H-indol-2-yl)-1-methyl-1H-benzo[d]imidazole-5-carbonyl)piperidin-3-yl)carbamate